2-(2-fluoro-4-(5-oxopyrrolidin-2-yl)phenyl)-N-(3-(4-fluoropiperidin-1-yl)propyl)-6-methoxybenzo[d]imidazo[2,1-b]thiazole-7-carboxamide FC1=C(C=CC(=C1)C1NC(CC1)=O)C=1N=C2SC3=C(N2C1)C=C(C(=C3)C(=O)NCCCN3CCC(CC3)F)OC